4-(6-((1S,6R,7R)-7-(aminomethyl)-7-(2-fluorophenyl)-3-azabicyclo[4.1.0]heptan-3-yl)-1H-pyrazolo[3,4-b]pyrazin-3-yl)-2,5-difluorophenol NC[C@@]1([C@@H]2CCN(C[C@H]12)C1=CN=C2C(=N1)NN=C2C2=CC(=C(C=C2F)O)F)C2=C(C=CC=C2)F